C1(=CC=C(C=C1)NC1=CC(=CC=C1)NC1=CC=C(C=C1)C)C N1,N3-dipara-tolylbenzene-1,3-diamine